C1CCCC(CCCC1)C=O cyclononane-5-carbaldehyde